1-(3-carbamoylpropanoyl)-N-{phenyl[4-(propan-2-yl)phenyl]methyl}pyrrolidine-2-carboxamide C(N)(=O)CCC(=O)N1C(CCC1)C(=O)NC(C1=CC=C(C=C1)C(C)C)C1=CC=CC=C1